N1=CC=CC=2C=CC=3C=C4C=CC=CC4=CC3C21 Azabenzoanthracen